FCCS(=O)(=O)NC1=CC(=C(C=C1)OC1COCC1)C=1C2=C(C(N(C1)C)=O)NC=C2 2-fluoro-N-[3-(6-methyl-7-oxo-6,7-dihydro-1H-pyrrolo[2,3-c]pyridin-4-yl)-4-(tetrahydrofuran-3-yloxy)phenyl]ethanesulfonamide